OCC(CO)NC(OCC[C@@H]1CC2=C(C=3NC4=C(C=C(C=C4C13)F)F)C=CC(=C2)F)=O 2-[(6S)-3,8,10-trifluoro-5H,6H,11H-benzo[a]carbazol-6-yl]ethyl N-(1,3-dihydroxypropan-2-yl)carbamate